C(#N)C=1C=CC(=C(C1)C1=CC(=NC=C1C(=O)NC=1SC2=NC(=CC=C2N1)C1=C(C=C(C=C1)CC#N)C)C)OC 4-(5-cyano-2-methoxyphenyl)-N-(5-(4-(cyanomethyl)-2-methylphenyl)thiazolo[5,4-b]pyridin-2-yl)-6-methylnicotinamide